(3-methoxyphenyl)-3-methyl-1H-indole-5-carbonitrile COC=1C=C(C=CC1)N1C=C(C2=CC(=CC=C12)C#N)C